C1(CC1)C1=NC(=CC(=C1)C1=C(C=C(C#N)C=C1)C1=NN=CN1C)N1C(C2=CC(=CC=C2C1)CNCCOC(C)C)=O 4-[2-cyclopropyl-6-(6-{[(2-isopropoxyethyl)amino]methyl}-1-oxo-3H-isoindol-2-yl)pyridin-4-yl]-3-(4-methyl-1,2,4-triazol-3-yl)benzonitrile